Cl.ClC=1C=CC(=C(CN[C@@H]2C[C@H](CC2)N)C1)OCC (1S,3S)-N1-(5-chloro-2-ethoxybenzyl)cyclopentane-1,3-diamine hydrochloride